2-(3-(3-((5-chlorothien-2-yl)ethynyl)phenyl)-5-(cyclopropylmethyl)-4-(3-fluoro-4-sulfamoylbenzyl)-1H-pyrazol-1-yl)thiazole-4-carboxylic acid ClC1=CC=C(S1)C#CC=1C=C(C=CC1)C1=NN(C(=C1CC1=CC(=C(C=C1)S(N)(=O)=O)F)CC1CC1)C=1SC=C(N1)C(=O)O